1-(4-chlorophenyl)-1H-pyrazole-3-carboxylic acid [1-(3-methyl-pyrrolo[1,2-a]pyrazin-1-yl)-pyrrolidin-3-yl]-amide CC=1N=C(C=2N(C1)C=CC2)N2CC(CC2)NC(=O)C2=NN(C=C2)C2=CC=C(C=C2)Cl